5-(tert-butyl) 3-methyl 1-methyl-4,6-dihydropyrrolo[3,4-c]pyrazole-3,5(1H)-dicarboxylate CN1N=C(C2=C1CN(C2)C(=O)OC(C)(C)C)C(=O)OC